4-amino-1-((2S,4S)-2-(hydroxymethyl)-1,3-dioxolan-4-yl)pyrimidin-2(1H)-one NC1=NC(N(C=C1)[C@H]1O[C@H](OC1)CO)=O